tert-Butyl (2S,4R)-2-((1H-1,2,3-triazol-1-yl)methyl)-4-(5-(2-(trifluoromethoxy)phenyl)oxazole-2-carboxamido)pyrrolidine-1-carboxylate N1(N=NC=C1)C[C@H]1N(C[C@@H](C1)NC(=O)C=1OC(=CN1)C1=C(C=CC=C1)OC(F)(F)F)C(=O)OC(C)(C)C